4-(4-(1-(Hex-5-yn-1-yl)piperidin-4-yl)phenyl)-7-(4-(trifluoromethyl)phenyl)-2-naphthoic acid C(CCCC#C)N1CCC(CC1)C1=CC=C(C=C1)C1=CC(=CC2=CC(=CC=C12)C1=CC=C(C=C1)C(F)(F)F)C(=O)O